C(C1=CC=CC=C1)OC=1C=CC(=C2C=CC=NC12)NC1CCN(CC1)CC(=O)N1[C@@H](C[C@@H](C1)F)C#N (2S,4S)-1-[2-[4-[(8-benzyloxy-5-quinolyl)amino]-1-piperidyl]acetyl]-4-fluoro-pyrrolidine-2-carbonitrile